alpha-methyl-(E)-cinnamaldehyde C/C(/C=O)=C\C1=CC=CC=C1